benzyl (1s,4s,5r)-5-[[1-cyclopropyl-4-(2,6-dichlorophenyl)-1H-1,2,3-triazol-5-yl] methoxy]-2-azabicyclo[2.2.1]heptane-2-carboxylate C1(CC1)N1N=NC(=C1CO[C@H]1[C@@H]2CN([C@H](C1)C2)C(=O)OCC2=CC=CC=C2)C2=C(C=CC=C2Cl)Cl